diammonium 2-methyl-pentane dihydrochloride Cl.Cl.CC(C)CCC.[NH4+].[NH4+]